The molecule is an 8-cyclohexyl-2,3,3a,4,5,6-hexahydropyrazino[3,2,1-jk]carbazole that is the (R)-enantiomer of tetrindole. It is a conjugate base of a (R)-tetrindole(1+). It is an enantiomer of a (S)-tetrindole. C1CCC(CC1)C2=CC3=C(C=C2)N4CCN[C@H]5C4=C3CCC5